IC1=NNC(=C1)C1=CC=CC=C1 3-iodo-5-phenyl-1H-pyrazole